C(C1=CC=CC=C1)NC(=O)C12C(C3C(C=N1)C(CN3CC3=CC=C(C=C3)OC(C)(C)C)C2)CC2=CC=CC=C2 N,7-dibenzyl-1-(4-(tert-butoxy)benzyl)-1,2,3,3a,7,7a-hexahydro-6H-3,6-methanopyrrolo[3,2-c]pyridine-6-carboxamide